Cl.CN1N=C(C2=CC=C(C=C12)N1C2COCC1CC(C2)NC)C2C(NC(CC2)=O)=O 3-[1-methyl-6-[7-(methylamino)-3-oxa-9-azabicyclo[3.3.1]nonan-9-yl]indazol-3-yl]piperidine-2,6-dione hydrochloride